bis(aminomethyl)-cyclohexane NCC1(CCCCC1)CN